C1(=CC=CC=C1)C1=C(NC=2C1=NC=CC2)C2=C(C=NC=C2)OC[C@H]2N(CC2)S(=O)(=O)C=C |o1:23| rel-(S)-3-phenyl-2-(3-((1-(vinylsulfonyl)azetidin-2-yl)methoxy)pyridin-4-yl)-1H-pyrrolo[3,2-b]pyridine